5-Chloro-2-methyl-4H-benzo[d][1,3]oxazin-4-one ClC1=CC=CC=2N=C(OC(C21)=O)C